ClC=1C=CC=C2C(C=C(OC12)C1=C(C=C(C=C1)O)F)=O 8-chloro-2-(2-fluoro-4-hydroxy-phenyl)chromen-4-one